C1(=CC=CC=C1)[C@@H]1OCCC1 (R)-2-phenyl-tetrahydrofuran